BrC1=CC(=C(CNC2CCN(CC2)C(C)=O)C=C1)OC 1-(4-((4-bromo-2-methoxybenzyl)amino)piperidin-1-yl)ethan-1-one